2-hydroxy-5-(1-hydroxy-3-phenylpropan-2-yl)cyclohepta-2,4,6-trien-1-one OC=1C(C=CC(=CC1)C(CO)CC1=CC=CC=C1)=O